2-chloro-4-methoxymethyl-3,5,6-trifluorobenzyl (1R)-trans-3-(2,2-dichloro-1-ethenyl)-2,2-dimethylcyclopropanecarboxylate ClC(=C[C@H]1C([C@@H]1C(=O)OCC1=C(C(=C(C(=C1F)F)COC)F)Cl)(C)C)Cl